C(C)(C)(C)OC=1C=C(C=CC1OC(C)(C)C)[S+](C1=CC(=C(C=C1)OC(C)(C)C)OC(C)(C)C)C1=CC(=C(C=C1)OC(C)(C)C)OC(C)(C)C tris(3,4-di-t-butoxyphenyl)sulfonium